FC(C(=O)N1C(C2=CC(=CC=C2CC1)NC1=NC=C(C(=N1)NC1CCN(CC1)S(=O)(=O)C)F)C)(F)F 2,2,2-Trifluoro-1-(7-((5-fluoro-4-((1-(methylsulfonyl)piperidin-4-yl)amino)pyrimidin-2-yl)amino)-1-methyl-3,4-dihydroisoquinolin-2(1H)-yl)ethan-1-one